FC1=C(C=CC=C1)C1=CC=C2C(N(CN(C2=C1)S(=O)(=O)C1=CC(=CC=C1)C(F)(F)F)CCOC)=O 7-(2-fluorophenyl)-3-(2-methoxyethyl)-1-((3-(trifluoromethyl)phenyl)sulfonyl)-2,3-dihydroquinazolin-4(1H)-one